(R)-1-(1-((S)-1-(2,2,3,3,4,4,4-heptafluorobutyl)pyrrolidin-3-yl)imidazo[4,5-d]pyrrolo[2,3-b]pyridin-2-yl)ethanol FC(CN1C[C@H](CC1)N1C(N=C2C1=C1C(N=C2)=NC=C1)[C@@H](C)O)(C(C(F)(F)F)(F)F)F